ClC1=C(C=2N=C(N=C3C2C(=N1)O[C@H](CN3C(C)C=3C(=NC=CC3)NC(OC(C)(C)C)=O)C)S(=O)(=O)C)F tert-butyl (3-(1-((S)-5-chloro-4-fluoro-8-methyl-2-(methylsulfonyl)-8,9-dihydro-10H-7-oxa-1,3,6,10-tetraazacyclohepta[de]naphthalen-10-yl)ethyl)pyridin-2-yl)carbamate